COC(=O)C1(C(CN=C1C1=CC=C(C=C1)C)CBr)Br 4-bromo-3-(bromomethyl)-5-(p-tolyl)-3,4-dihydro-2H-pyrrole-4-carboxylic acid methyl ester